2-(4-(2-(2,5-dimethylpyridin-4-yl)-3-isopropyl-1H-indol-5-yl)piperidin-1-yl)-N-methylacetamide CC1=NC=C(C(=C1)C=1NC2=CC=C(C=C2C1C(C)C)C1CCN(CC1)CC(=O)NC)C